C(C)N(CCCCC(C(=O)O)C(=O)O)CC 4-diethylaminobutylmalonic acid